C(CCCCCC)(=O)OCCOCCOCCOCCOC(CCCCCC)=O tetraethylene glycol bis-n-heptanoate